FC(C(=O)N(C)C[C@H](C)OC1=C(C(=NN1C)COC)C=1C=C2C(=NN(C2=C(C1)F)C1OCCCC1)C=C)(F)F 2,2,2-trifluoro-N-((2S)-2-((4-(7-fluoro-1-(tetrahydro-2H-pyran-2-yl)-3-vinyl-1H-indazol-5-yl)-3-(methoxymethyl)-1-methyl-1H-pyrazol-5-yl)oxy)propyl)-N-methylacetamide